1-cyclopentyl-N-[2-(dimethylamino)ethyl]-6-methyl-1H-pyrazolo[3,4-b]pyridine-4-carboxamide C1(CCCC1)N1N=CC2=C1N=C(C=C2C(=O)NCCN(C)C)C